CC(=O)C=1C(NC(N([C@]2([C@H](O)[C@H](O)[C@@H](CO)O2)C)C1)=O)=O 5-methylcarbonyl-methyl-uridine